methyl-5-(4,4,5,5-tetramethyl-1,3,2-dioxaborolan-2-yl)pyrimidin-2-amine CC1=NC(=NC=C1B1OC(C(O1)(C)C)(C)C)N